CNC1=CC=C2C=CNC2=C1 N-methyl-1H-indol-6-amine